ethyl rac-(4S,5R)-3-[6-(difluoromethyl)-2-methoxy-3-pyridyl]-4,5-dimethyl-5-(trifluoromethyl)tetrahydrofuran-2-carboxylate FC(C1=CC=C(C(=N1)OC)C1C(O[C@]([C@H]1C)(C(F)(F)F)C)C(=O)OCC)F |r|